6-(3-(3-(dimethylamino)propyl)-2,5-difluorophenethyl)-4-methylpyridin-2-amine CN(CCCC=1C(=C(CCC2=CC(=CC(=N2)N)C)C=C(C1)F)F)C